P(=O)(OCC1=CC=CC=C1)(OCC1=CC=CC=C1)OCCC(CCO)(C)C dibenzyl (5-hydroxy-3,3-dimethylpentyl) phosphate